O[C@@H]1CN(C[C@H]1O)C(=O)OC(C)(C)C (3R,4R)-tert-Butyl 3,4-dihydroxypyrrolidine-1-carboxylate